NC1=NC(N(C=C1F)[C@@H]1O[C@]([C@H](C1)OCC1=CC=CC=C1)(C=C)CO)=O 4-amino-1-[(2R,4S,5R)-4-benzyloxy-5-(hydroxymethyl)-5-vinyl-tetrahydrofuran-2-yl]-5-fluoro-pyrimidin-2-one